(S)-2-((7,8-Dichloro-5-(2-hydroxy-2-methylpropyl)-6-methyl-2-oxo-1,2,3,4,5,6-hexahydroazepino[4,5-b]indol-10-yl)oxy)acetonitrile ClC1=C(C=C(C=2C3=C(N(C12)C)[C@H](CNC(C3)=O)CC(C)(C)O)OCC#N)Cl